2-Amino-3'-(methoxyimino)-7-oxo-2',3',4,7-tetrahydro-5H-spiro[benzo[b]thiophene-6,1'-indene]-3-carboxylic acid NC1=C(C2=C(S1)C(C1(CC(C3=CC=CC=C13)=NOC)CC2)=O)C(=O)O